COC1=CC=C(C=C1)C=1OC2=C(C=CC=3C2=C(C1)C=CC3)C 2-(4-methoxyphenyl)-9-methylbenzo[de]chromene